C(C)P([O-])(=O)CC.C(C)P([O-])(=O)CC.C(C)P([O-])(=O)CC.[Al+3] aluminum tris(diethyl phosphinate)